N1=CC(=C2N1C=CC=C2)C#N pyrazolo[1,5-a]pyridine-3-Carbononitrile